8-(5-chloropyridin-3-yl)-2-(furan-2-ylmethyl)-6-phenylimidazo[1,2-a]pyrazin-3(7H)-one ClC=1C=C(C=NC1)C1=C2N(C=C(N1)C1=CC=CC=C1)C(C(=N2)CC=2OC=CC2)=O